4-bromo-2,3-dimethyl-pyridine BrC1=C(C(=NC=C1)C)C